ClN1C=NC2=CC=CC=C2C1=O 3-chloroquinazolin-4(3H)-one